5-(benzo[d]thiazol-6-yl)-N-(4-(dimethylamino)phenyl)-1-(6-methylpyridin-2-yl)-1H-pyrazole-3-carboxyamide S1C=NC2=C1C=C(C=C2)C2=CC(=NN2C2=NC(=CC=C2)C)CC(=O)NC2=CC=C(C=C2)N(C)C